O[C@@H]1[C@H](CCCC1)NC(=O)C1OC(CC(C1)N1N=NC(=C1)C1=CC(=C(C(=C1)F)F)F)CO N-((1S,2S)-2-hydroxycyclohexyl)-6-(hydroxymethyl)-4-(4-(3,4,5-trifluorophenyl)-1H-1,2,3-triazol-1-yl)tetrahydro-2H-pyran-2-carboxamide